(1r,2s)-2-{3-[(5-ethoxypyrimidin-4-yl)amino]-1H-indazol-6-yl}-5'-methoxyspiro[cyclopropane-1,3'-indol]-2'(1'H)-one C(C)OC=1C(=NC=NC1)NC1=NNC2=CC(=CC=C12)[C@@H]1C[C@@]12C(NC1=CC=C(C=C21)OC)=O